2-chloro-N-(2-fluoro-4-(5-methyl-3-(trifluoromethyl)-1H-pyrazol-1-yl)benzyl)-5-iodopyrimidin-4-amine ClC1=NC=C(C(=N1)NCC1=C(C=C(C=C1)N1N=C(C=C1C)C(F)(F)F)F)I